N2-[3,5-difluoro-2-(1-piperidyl)phenyl]-N5,N5-dimethylthiophene-2,5-disulfonamide FC=1C(=C(C=C(C1)F)NS(=O)(=O)C=1SC(=CC1)S(=O)(=O)N(C)C)N1CCCCC1